(S)-3-(4-(6-(3,4-dimethylphenyl)-2-methoxypyridin-3-yl)-1H-1,2,3-triazol-1-yl)-2,3-dihydrothiophene 1,1-dioxide CC=1C=C(C=CC1C)C1=CC=C(C(=N1)OC)C=1N=NN(C1)[C@@H]1CS(C=C1)(=O)=O